Oxido hydrogen sulfate S(=O)(=O)(O[O-])O